ClC1=C(C(=CC(=C1)[N+](=O)[O-])CN(CC)C1=CC=C(C=C1)Cl)O 2-Chloro-6-(((4-chlorophenyl)(ethyl)amino)methyl)-4-nitrophenol